CN(CC(=O)NCCON1C(C2=CC=CC=C2C1=O)=O)C 2-(dimethylamino)-N-(2-((1,3-dioxoisoindolin-2-yl)oxy)ethyl)acetamide